(R)-N-(2-(6-((1-Isobutylpiperidin-3-yl)amino)-4-methylpyridazin-3-yl)-5-(trifluoromethyl)phenyl)methanesulfonamide C(C(C)C)N1C[C@@H](CCC1)NC1=CC(=C(N=N1)C1=C(C=C(C=C1)C(F)(F)F)NS(=O)(=O)C)C